C(C)OC(=O)C1=CC=C(C=C1)C1=CC(=C(C=C1)O)I 4'-hydroxy-3'-iodo-[1,1'-biphenyl]-4-carboxylic acid ethyl ester